N-(2-acetamidoethyl)-1-acetyl-1H-indole-3-carboxamide C(C)(=O)NCCNC(=O)C1=CN(C2=CC=CC=C12)C(C)=O